((1r,3r)-3-((tert-butyldimethylsilyl)oxy)cyclobutyl)methyl 4-methylbenzenesulfonate CC1=CC=C(C=C1)S(=O)(=O)OCC1CC(C1)O[Si](C)(C)C(C)(C)C